N-(2-fluoro-3-oxo-2,3-dihydro-1H-inden-5-yl)acrylamide FC1CC2=CC=C(C=C2C1=O)NC(C=C)=O